(S)-3-((R)-1-(3-(5,6,7,8-tetrahydro-1,8-naphthyridin-2-yl)propyl)piperidine-3-carboxamido)-2-((7-(trifluoromethyl)quinazolin-4-yl)amino)propanoic acid hydrochloride Cl.N1=C(C=CC=2CCCNC12)CCCN1C[C@@H](CCC1)C(=O)NC[C@@H](C(=O)O)NC1=NC=NC2=CC(=CC=C12)C(F)(F)F